6-bromo-2-(2-methoxyphenyl)imidazo[1,2-a]pyrimidine BrC=1C=NC=2N(C1)C=C(N2)C2=C(C=CC=C2)OC